C1(CCCCC1)[Si](OCCC)(OCCC)C1CCCCC1 dicyclohexyl-dipropyloxysilane